C(O)(O)(O)O orthocarbonic acid